C(C)(C)(C)OC(=O)N1CC2=C(C3=C(N=CN=C3NC3=CC(=C(C=C3)OC3=CC=4N(C=C3)C=CN4)C)S2)CC1 4-((4-(imidazo[1,2-a]pyridin-7-yloxy)-3-methylphenyl)amino)-5,8-dihydropyrido[4',3':4,5]thieno[2,3-d]pyrimidine-7(6H)-carboxylic acid tert-butyl ester